NC=1\C(\C=C(C(C1)=O)C)=N/NC1=CC=C(C=C1)S(=O)(=O)NC1=NC=CC=C1 (Z)-4-(2-(2-amino-5-methyl-4-oxocyclohexa-2,5-dien-1-ylidene)hydrazineyl)-N-(pyridin-2-yl)benzenesulfonamide